COC(C1=C(C(=CC=C1)OCCO)C)=O 3-(2-hydroxyethoxy)-2-methylbenzoic acid methyl ester